tert-butyl (1-(N-(2-(2-(2-((2-(2,6-dioxopiperidin-3-yl)-1,3-dioxoisoindolin-4-yl)amino)ethoxy)ethoxy)ethyl)sulfamoyl)piperidin-4-yl)carbamate O=C1NC(CCC1N1C(C2=CC=CC(=C2C1=O)NCCOCCOCCNS(=O)(=O)N1CCC(CC1)NC(OC(C)(C)C)=O)=O)=O